C(C)(=O)OOCCNC(=O)OC(C)(C)C (2-((tert-butoxycarbonyl)amino)ethoxy) acetate